(3-(pentafluorosulfanyl)phenyl)ethan-1-one FS(C=1C=C(C=CC1)C(C)=O)(F)(F)(F)F